3-(((3aS,7aS)-3a-(3,4-dimethoxyphenyl)-1-methyl-2,3,3a,4,5,7a-hexahydro-1H-indol-6-yl)oxy)-2,4,9-trioxa-3-phosphaspiro[5.5]undecane 3-oxide COC=1C=C(C=CC1OC)[C@@]12CCN([C@H]2C=C(CC1)OP1(OCC2(CO1)CCOCC2)=O)C